FC(OC1=CC=C(C=C1)S(=O)(=O)N1C[C@@H]2[C@H](C1)CC(C2)NC2COC2)F (3aR,5s,6aS)-2-((4-(difluoromethoxy)phenyl)sulfonyl)-N-(oxetan-3-yl)octahydrocyclopenta[c]pyrrol-5-amine